BrC=1C=C2C=NC(=NC2=CC1)C1(CC(CCC1)N)N rac-(6-bromoquinazolin-2-yl)cyclohexane-1,3-diamine